C(CCCCCCCCC)OC(CCC1=CC(=C(C(=C1)C(C)(C)C)O)C(C)(C)C)=O decyl-3-(3,5-di-tert-butyl-4-hydroxyphenyl)propionate